tert-butyl 6-(cyclopropylamino)-2-azaspiro[3.3]heptane-2-carboxylate C1(CC1)NC1CC2(CN(C2)C(=O)OC(C)(C)C)C1